2-trifluoroacetoxyethane FC(C(=O)OCC)(F)F